N-(1,2,5-oxadiazol-3-yl)phenylbenzamide O1N=C(C=N1)NC(C1=C(C=CC=C1)C1=CC=CC=C1)=O